[N+](=O)([O-])C1=CC=C(C=C1)C1CN(CCS1)C(=O)OC(C)(C)C tert-butyl 2-(4-nitrophenyl)thiomorpholine-4-carboxylate